6-Ethyl-7-methoxy-4-(1-methyl-3-phenyl-1H-pyrazol-4-yl)pyrido[3,2-d]pyrimidine C(C)C=1C(=CC=2N=CN=C(C2N1)C=1C(=NN(C1)C)C1=CC=CC=C1)OC